IN[C@@H](CCCC)C(=O)O Iodonorleucine